2-(N-methyl-4-(methylamino)butanamido)propanoate CN(C(CCCNC)=O)C(C(=O)[O-])C